O.[Na].[Na].N(CC(=O)O)CC(=O)O iminodiacetic acid disodium hydrate